5-[(3R,5S)-3-[(2-methoxyethyl)amino]-5-methylpiperidin-1-yl]Quinoline-8-carboxamide COCCN[C@H]1CN(C[C@H](C1)C)C1=C2C=CC=NC2=C(C=C1)C(=O)N